1-cyclopropyl-1H-indole-2-carboxylic acid C1(CC1)N1C(=CC2=CC=CC=C12)C(=O)O